C[Si]1(C2=C(C=CC(=C2)N(C2=CC=CC=C2)C)C2(OC(C3=CC=CC=C23)=O)C2=C1C=C(C=C2)N(C2=CC=CC=C2)C)C 5,5-Dimethyl-3,7-bis(methyl(phenyl)amino)-3'H,5H-spiro[dibenzo[b,e]siline-10,1'-isobenzofuran]-3'-one